ClC1=C(C=CC=C1)C#N chlorocyanobenzene